Cl.ClC1=CC(=C(C(=N1)C1=CC=C(CNC(C2=C(C=CC(=C2)F)OC)=O)C=C1)C#N)NN N-(4-(6-chloro-3-cyano-4-hydrazinopyridin-2-yl)benzyl)-5-fluoro-2-methoxybenzamide hydrochloride